C1(CCC1)C1=CN=C(S1)NC1=CC(=NC(=N1)CC)NCCNC([C@H](C)N(C(\C=C\CN(C)C)=O)C)=O (E)-N-[(1S)-2-[2-[[6-[(5-cyclobutylthiazol-2-yl)amino]-2-ethyl-pyrimidin-4-yl]amino]ethylamino]-1-methyl-2-oxo-ethyl]-4-(dimethyl-amino)-N-methyl-but-2-enamide